(2S,4S)-4-(((1s,4R)-4-methylcyclohexyl)amino)pyrrolidine-1,2-dicarboxylic acid CC1CCC(CC1)N[C@H]1C[C@H](N(C1)C(=O)O)C(=O)O